acetyltyrosine copper [Cu].C(C)(=O)N[C@@H](CC1=CC=C(C=C1)O)C(=O)O